8-(diethylamino)-N-(1-(2,6-dioxopiperidin-3-yl)-3-methyl-2-oxo-2,3-dihydro-1H-benzo[d]imidazol-4-yl)octanamide C(C)N(CCCCCCCC(=O)NC1=CC=CC=2N(C(N(C21)C)=O)C2C(NC(CC2)=O)=O)CC